4'-Boranyl-Chalcone BC1=CC=C(C(/C=C/C2=CC=CC=C2)=O)C=C1